BrCC1=C(C=C(C=C1F)Cl)Cl 2-(bromomethyl)-1,5-dichloro-3-fluorobenzene